C(C1=CC=CC=C1)OC1CC(C1)N1N=NC(=C1C)Br 1-(3-benzyloxycyclobutyl)-4-bromo-5-methyl-triazole